(R)-N-(1-(3-amino-5-(trifluoromethyl)phenyl)ethyl)-6-bromo-2-methyl-7,8,9,10-tetrahydrobenzo[h]quinazolin-4-amine NC=1C=C(C=C(C1)C(F)(F)F)[C@@H](C)NC1=NC(=NC2=C3C(=C(C=C12)Br)CCCC3)C